C(C)(C)(C)OC(NCCNC(CCl)=O)=O (2-(2-Chloroacetamido)ethyl)carbamic acid tert-butyl ester